1-[2-chloro-4-[[1-methyl-5-[1-(5-nitro-2-pyridyl)-3-(trifluoromethyl)pyrazol-4-yl]imidazole-2-carbonyl]amino]benzoyl]piperidine-4-carboxylic acid ClC1=C(C(=O)N2CCC(CC2)C(=O)O)C=CC(=C1)NC(=O)C=1N(C(=CN1)C=1C(=NN(C1)C1=NC=C(C=C1)[N+](=O)[O-])C(F)(F)F)C